BrC1=CC=2C(C(C=3C=C(C=C4C(C(C(=C1)C2C43)=O)=O)Br)=O)=O 2,7-dibromo-pyrene-4,5,9,10-tetraone